[Ru].FC1=C(CC(P(C2CCCCC2)(C2CCCCC2)C2CCCCC2)P(C2CCCCC2)(C2CCCCC2)C2CCCCC2)C=CC=C1 (2-fluorobenzyl-methylene)bis(tricyclohexylphosphine) ruthenium